N-(4-(4-Amino-7-(1-isobutyrylpiperidin-4-yl)pyrrolo[2,1-f][1,2,4]triazin-5-yl)phenyl)-1-isopropyl-2,4-dioxo-3-(pyridin-2-yl)-1,2,3,4-tetrahydropyrimidin-5-carboxamid NC1=NC=NN2C1=C(C=C2C2CCN(CC2)C(C(C)C)=O)C2=CC=C(C=C2)NC(=O)C=2C(N(C(N(C2)C(C)C)=O)C2=NC=CC=C2)=O